Tert-butyl 5-(3-cyano-6-(2-hydroxy-2-methylpropyloxy) pyrazolo[1,5-a]pyridin-4-yl)-3',6'-dihydro-[2,4'-bipyridine]-1'(2'H)-carboxylate C(#N)C=1C=NN2C1C(=CC(=C2)OCC(C)(C)O)C=2C=CC(=NC2)C=2CCN(CC2)C(=O)OC(C)(C)C